methyl (E)-4-(2-chloro-4-((fluorosulfonyl)oxy)styryl)benzoate ClC1=C(/C=C/C2=CC=C(C(=O)OC)C=C2)C=CC(=C1)OS(=O)(=O)F